OC(C=1C(C1)(C(=O)O)C1=CC=CC=C1)C1=CC=CC=C1 2-[hydroxy(phenyl)methyl]-1-phenylcycloprop-2-ene-1-carboxylic acid